5-(2-fluorophenyl)-6-(3-fluoro-4-pyridyl)-N-(6-methyl-3-pyridyl)-1,2,4-triazin-3-amine FC1=C(C=CC=C1)C=1N=C(N=NC1C1=C(C=NC=C1)F)NC=1C=NC(=CC1)C